(7R,8s)-7-[6-[2-hydroxy-6-methyl-4-(trifluoromethyl)phenyl]pyrazolo[3,4-b]pyridin-2-yl]-5-oxaspiro[3.4]octan-8-ol OC1=C(C(=CC(=C1)C(F)(F)F)C)C=1C=CC=2C(N1)=NN(C2)[C@@H]2COC1(CCC1)[C@H]2O